C(#N)C1=C(C=CC(=C1)C(F)(F)F)N1CCC(CC1)(C(=O)N[C@@H]1CNCC1)C=1C=CC(=NC1)C=1C(=NC=CC1)OCC 1-[2-cyano-4-(trifluoromethyl)phenyl]-4-{2'-ethoxy-[2,3'-bipyridin]-5-yl}-N-[(3S)-pyrrolidin-3-yl]piperidine-4-carboxamide